4-(1-(2-Chloro-4-((((1-hydroxycyclopropyl)methyl)amino)methyl)phenyl)-1H-pyrazol-4-yl)-2-(((3R,4S)-1-(cyclopropylsulfonyl)-3-fluoropiperidin-4-yl)amino)pyrimidine-5-carbonitrile ClC1=C(C=CC(=C1)CNCC1(CC1)O)N1N=CC(=C1)C1=NC(=NC=C1C#N)N[C@@H]1[C@@H](CN(CC1)S(=O)(=O)C1CC1)F